3-{4-[4-(2-Methyl-4-phenyl-imidazol-1-ylmethyl)-benzyloxy]-1-oxo-1,3-dihydro-isoindol-2-yl}-piperidine-2,6-dione CC=1N(C=C(N1)C1=CC=CC=C1)CC1=CC=C(COC2=C3CN(C(C3=CC=C2)=O)C2C(NC(CC2)=O)=O)C=C1